(R)-3-(N-(2-hydroxyethyl)methylsulfonamido)pyrrolidin OCCN(S(=O)(=O)C)[C@H]1CNCC1